3-(1-oxo-5-(((1R,2S)-2-((1-(tetrahydrofuran-2-yl)ethyl)amino)cyclohexyl)methyl)isoindolin-2-yl)piperidine-2,6-dione O=C1N(CC2=CC(=CC=C12)C[C@@H]1[C@H](CCCC1)NC(C)C1OCCC1)C1C(NC(CC1)=O)=O